2-(4-chloro-3-fluorophenoxy)-N-{3-[(2-methyl-2H-pyrazolo[3,4-c]pyridin-7-yl)amino]bicyclo[1.1.1]pentan-1-yl}acetamide ClC1=C(C=C(OCC(=O)NC23CC(C2)(C3)NC3=NC=CC=2C3=NN(C2)C)C=C1)F